dipropargyl pentyl phosphate P(=O)(OCC#C)(OCC#C)OCCCCC